(2R,4aR,9aR)-1,1,4a-trimethyl-7-((E)-4-(3-methylbut-2-en-1-yl)-3,5-bis(prop-2-yn-1-yloxy)styryl)-5-(prop-2-yn-1-yloxy)-2,3,4,4a,9,9a-hexahydro-1H-xanthen-2-ol CC1([C@@H](CC[C@]2(OC3=C(C=C(C=C3C[C@H]12)\C=C\C1=CC(=C(C(=C1)OCC#C)CC=C(C)C)OCC#C)OCC#C)C)O)C